tertiary butyl valerate C(CCCC)(=O)OC(C)(C)C